5-(2-(aminomethyl)-7-chlorobenzofuran-5-yl)-2-methylisoindolin-1-one NCC=1OC2=C(C1)C=C(C=C2Cl)C=2C=C1CN(C(C1=CC2)=O)C